COC=1C(C(OC1C)C)=O 4-methoxy-2,5-dimethylfuran-3-one